FC1=C(C=CC(=C1F)C=1C=NOC1)N1CCCCC1 1-(2,3-difluoro-4-(isoxazol-4-yl)phenyl)piperidin